CN1CC=CCC1 N-methyl-1,2,5,6-tetrahydropyridine